heptyl (1-((((1'R,2'R)-6-hydroxy-5'-methyl-4-pentyl-2'-(prop-1-en-2-yl)-1',2',3',4'-tetrahydro-[1,1'-biphenyl]-2-yl)oxy)carbonyl)cyclopropyl) phosphate ammonium salt [NH4+].P(=O)(OCCCCCCC)(OC1(CC1)C(=O)OC1=C(C(=CC(=C1)CCCCC)O)[C@H]1[C@@H](CCC(=C1)C)C(=C)C)[O-]